1-(2-carbonyl-1,2-dihydropyrrolo[2,3,4-ij]isoquinolin-5-yl)-2-trifluoromethyl-N-(2-trifluoromethylpyridine-4-yl)-1H-pyrrole-3-carboxamide C(=O)=C1NC=2C=CC=C3C(=CN=C1C23)N2C(=C(C=C2)C(=O)NC2=CC(=NC=C2)C(F)(F)F)C(F)(F)F